N1-methyl-N3-(5-methyl-1,2,4-oxadiazol-3-yl)-N1-(piperidin-4-yl)bicyclo[1.1.1]pentane-1,3-dicarboxamide CN(C(=O)C12CC(C1)(C2)C(=O)NC2=NOC(=N2)C)C2CCNCC2